C(C)(=O)N[C@@H](CCSC)C(=O)O.[Cu] copper acetyl-methionine